C(C1=CC=CC=C1)OC1(CCCOC[C@@H]2CCCN2C=2C(=CC(=C(C(NNC1=O)=O)N2)[N+](=O)[O-])C(F)(F)F)C(F)(F)F (6S)-12-benzyloxy-18-nitro-12,20-bis(trifluoromethyl)-8-oxa-2,14,15,21-tetrazatricyclo[15.3.1.02,6]henicosa-1(21),17,19-triene-13,16-dione